[Cu].[Zr].[Cr].[Cu] Copper-chromium-zirconium copper